7-chloro-1,1-diethoxy-2-heptyne ClCCCCC#CC(OCC)OCC